CNC(CN1S(C=2N(C(C1)C(=O)OC)C(C=C(C2C2=CC(=CC=C2)C(F)(F)F)CC2=CC=CC1=CC=CC=C21)=O)(=O)=O)=O methyl 2-(2-(methylamino)-2-oxoethyl)-8-(naphthalen-1-ylmethyl)-6-oxo-9-(3-(trifluoromethyl)phenyl)-3,4-dihydro-2H,6H-pyrido[1,2-e][1,2,5]thiadiazine-4-carboxylate 1,1-dioxide